N-(4,5-dichloro-2-fluorophenyl)-2-fluoro-6,7,8,9-tetrahydro-5H-5,8-epiminocyclohepta[b]-pyridine-10-carboxamide ClC1=CC(=C(C=C1Cl)NC(=O)N1C2CCC1CC1=NC(=CC=C12)F)F